1-(1-((4'-formyl-[1,1'-biphenyl]-4-yl)methyl)-1H-indol-5-yl)-5-methyl-1H-pyrazole-3-carboxamide C(=O)C1=CC=C(C=C1)C1=CC=C(C=C1)CN1C=CC2=CC(=CC=C12)N1N=C(C=C1C)C(=O)N